(6R)-6-amino-5-oxo-1,4-diazacycloheptane-1-carboxylic acid benzyl ester hydrochloride Cl.C(C1=CC=CC=C1)OC(=O)N1CCNC([C@@H](C1)N)=O